5-(5-bromothiazol-2-yl)-2-methyl-1,2,6-thiadiazinane-3-carboxylic Acid 1,1-dioxide BrC1=CN=C(S1)C1CC(N(S(N1)(=O)=O)C)C(=O)O